ethyl 3-((tert-butoxycarbonyl) amino)-5-formylpicolinate C(C)(C)(C)OC(=O)NC=1C(=NC=C(C1)C=O)C(=O)OCC